FC(C1C(NC2=CC=C(C=C2N1)F)=O)F 3-difluoromethyl-6-fluoro-3,4-dihydro-quinoxalinone